C(C1=CC=CC=C1)N1C2=C(C3=NC=C(C=C31)C3=C(N=NN3C)C)SC(=N2)C(C)=O 1-(4-benzyl-6-(1,4-dimethyl-1H-1,2,3-triazol-5-yl)-4H-thiazolo[5',4':4,5]pyrrolo[3,2-b]pyridin-2-yl)ethanone